OC1CCC2=C(C=CC=C12)C1=C(C=C2C(=N1)C(=NN2C(=O)OC(C)(C)C)C=2C=NN(C2)C)OC tert-butyl 5-(1-hydroxy-2,3-dihydro-1H-inden-4-yl)-6-methoxy-3-(1-methyl-1H-pyrazol-4-yl)-1H-pyrazolo[4,3-b]pyridine-1-carboxylate